ClC1=CC=C(CC2=NC=CC3=C(C(=CC=C23)C)[N+](=O)[O-])C=C1 1-(4-chlorobenzyl)-6-methyl-5-nitroisoquinoline